ClC=1NN=C2C=CC(=C(C12)Cl)C1=CN(C2=NC(=CN=C21)N2C1CC(CC2CC1)NC(OC(C)(C)C)=O)COCC[Si](C)(C)C tert-Butyl N-[endo-8-[7-(3,4-dichloro-2H-indazol-5-yl)-5-{[2-(trimethylsilyl)ethoxy]methyl}-5H-pyrrolo[2,3-b]pyrazin-3-yl]-8-azabicyclo[3.2.1]octan-3-yl]carbamate